5-(8-(3-(4-(3,3-difluoroazetidine-1-carbonyl)phenyl)azetidin-1-yl)imidazo[1,2-b]pyridazin-6-yl)pyrimidine-2,4(1H,3H)-dione FC1(CN(C1)C(=O)C1=CC=C(C=C1)C1CN(C1)C=1C=2N(N=C(C1)C=1C(NC(NC1)=O)=O)C=CN2)F